(12AR)-9-bromo-8-fluoro-3,4,12,12a-tetrahydro-6H-pyrazino[2,1-c][1,4]benzoxazepine-2(1H)-carboxylic acid tert-butyl ester C(C)(C)(C)OC(=O)N1C[C@@H]2COC3=C(CN2CC1)C=C(C(=C3)Br)F